(R)-(4-(4-Fluorobenzyl)-7-azabicyclo[2.2.1]heptan-1-yl)-(3-fluoro-phenyl)methanol FC1=CC=C(CC23CCC(CC2)(N3)[C@H](O)C3=CC(=CC=C3)F)C=C1